C1(CC1)C1=NC=NC(=C1C1=NN2C(N(C(C=C2)=O)CC2=CC=C(C=C2)C=2N(C=C(N2)C(F)(F)F)CC)=N1)OC(F)F 2-(4-cyclopropyl-6-(difluoromethoxy)pyrimidin-5-yl)-4-(4-(1-ethyl-4-(trifluoromethyl)-1H-imidazol-2-yl)benzyl)-[1,2,4]triazolo[1,5-a]pyrimidin-5(4H)-one